C12(C(CC(C1C2)C)=O)C(C)C trans-thujanone